N-(cyanomethyl)-4-(2,3-dihydro-2-oxo-1H-imidazo[4,5-b]pyridin-7-yl)-1H-pyrazole-1-carboxamide hydrochloride Cl.C(#N)CNC(=O)N1N=CC(=C1)C1=C2C(=NC=C1)NC(N2)=O